C[N+](CCCCCCCCCCCCCCCCCC)(CCNC(=O)C=1N(C=C(C1)NC(=O)C=1N(C=C(C1)NC(C1=CC=C(C=C1)\C=C\C=1C=NC2=CC=CC=C2C1)=O)C)C)C (E)-N,N-dimethyl-N-(2-(1-methyl-4-(1-methyl-4-(4-(2-(quinolin-3-yl)vinyl)benzamido)-1H-pyrrole-2-carboxamido)-1H-pyrrole-2-carboxamido)ethyl)octadecan-1-aminium